N-(5-cyclopropyl-1H-pyrazol-3-yl)-2-[(3R)-3-(methylaminomethyl)-1-piperidinyl]pyrimidin-4-amine C1(CC1)C1=CC(=NN1)NC1=NC(=NC=C1)N1C[C@H](CCC1)CNC